CN(C(=O)NC=1C=NC=C(C1)C(F)(F)F)C1CC2(CN(C2)C(=O)C=2C=NN3C2C=CC(=C3)C3=CN=C(O3)C)C1 1-methyl-1-(2-(6-(2-methyloxazol-5-yl)pyrazolo[1,5-a]pyridine-3-carbonyl)-2-azaspiro[3.3]heptan-6-yl)-3-(5-(trifluoromethyl)pyridin-3-yl)urea